C(#N)C1=C(C=NC=C1)OC[C@@H]1N(CCOC1)C(=O)OC(C)(C)C tert-butyl (3R)-3-{[(4-cyanopyridin-3-yl)oxy]methyl}morpholine-4-carboxylate